N-(3-methylbutan-2-yl)-3-(5''-(methylsulfonamido)dispiro[cyclopropane-1,1'-cyclohexane-4',3''-indoline]-1''-carbonyl)benzenesulfonamide CC(C(C)NS(=O)(=O)C1=CC(=CC=C1)C(=O)N1CC2(C3=CC(=CC=C13)NS(=O)(=O)C)CCC1(CC2)CC1)C